cis-N1-(5-(3-chloroimidazo[1,2-a]pyrimidin-6-yl)pyrrolo[2,1-f][1,2,4]triazin-2-yl)cyclobutane-1,3-diamine ClC1=CN=C2N1C=C(C=N2)C=2C=CN1N=C(N=CC12)N[C@@H]1C[C@@H](C1)N